((S)-6-(3-(tert-butyl)phenyl)-2-azaspiro[3.4]oct-2-yl)((1S,3r)-3-hydroxy-3-methylcyclobutyl)methanone C(C)(C)(C)C=1C=C(C=CC1)[C@@H]1CC2(CN(C2)C(=O)C2CC(C2)(C)O)CC1